4-(3-((4-((1r,4r)-4-(4-amino-5-(4-phenoxyphenyl)imidazo[5,1-f][1,2,4]triazin-7-yl)cyclohexyl)piperazin-1-yl)methyl)azetidin-1-yl)-2-(2,6-dioxopiperidin-3-yl)isoindoline-1,3-dione NC1=NC=NN2C1=C(N=C2C2CCC(CC2)N2CCN(CC2)CC2CN(C2)C2=C1C(N(C(C1=CC=C2)=O)C2C(NC(CC2)=O)=O)=O)C2=CC=C(C=C2)OC2=CC=CC=C2